benzyl 6-bromo-5-fluoro-3,4-dihydro-1H-isoquinoline-2-Carboxylate BrC=1C(=C2CCN(CC2=CC1)C(=O)OCC1=CC=CC=C1)F